5-chloro-N-((1r,4r)-4-((1-(2-fluoro-5-methoxyphenyl)-2-oxo-1H-imidazo[4,5-c]pyridin-3(2H)-yl)methyl)cyclohexyl)-2-(trifluoromethyl)nicotinamide pentadecafluorooctanoate FC(C(C(C(C(C(C(C(=O)O)(F)F)(F)F)(F)F)(F)F)(F)F)(F)F)(F)F.ClC=1C=NC(=C(C(=O)NC2CCC(CC2)CN2C(N(C3=C2C=NC=C3)C3=C(C=CC(=C3)OC)F)=O)C1)C(F)(F)F